Cyclohexyl pentanoate C(CCCC)(=O)OC1CCCCC1